C(#N)CNS(=O)(=O)C1=CC=C(C=C1)C=1N=NN(N1)CC1OCCCC1 N-(cyanomethyl)-4-(2-((tetrahydro-2H-pyran-2-yl)methyl)-2H-tetrazol-5-yl)benzenesulfonamide